2-(2-hydroxyphenyl)-thiazole-4-carbaldehyde OC1=C(C=CC=C1)C=1SC=C(N1)C=O